1-(4-(4-(8-oxa-3-azabicyclo[3.2.1]octan-3-yl)-1-(1,4-dioxaspiro[4.5]decan-8-yl)-1H-pyrazolo[3,4-d]pyrimidin-6-yl)phenyl)-3-methylurea C12CN(CC(CC1)O2)C2=C1C(=NC(=N2)C2=CC=C(C=C2)NC(=O)NC)N(N=C1)C1CCC2(OCCO2)CC1